N-(6-methoxy-1-methylindazol-7-yl)-1-(4-{5-methoxyspiro[2.3]hexan-5-yl}pyridin-2-yl)pyrazole-4-sulfonamide COC1=CC=C2C=NN(C2=C1NS(=O)(=O)C=1C=NN(C1)C1=NC=CC(=C1)C1(CC2(CC2)C1)OC)C